FC1CCCC1 fluoro-cyclopentane